C(#N)C=1C=C(C=NC1NC(\C=C\CN(C)C)=O)C=1C=NC=C(C1)C(C(=O)NC=1SC(=CN1)CC)C (E)-N-(5-cyano-5'-(1-((5-ethylthiazol-2-yl)amino)-1-oxopropan-2-yl)-[3,3'-bipyridinyl]-6-yl)-4-(dimethylamino)but-2-enamide